((1-(3-(difluoromethyl)-2-fluorophenyl)ethyl)amino)-7-methoxy-6-morpholinoquinoline-2-carbonitrile FC(C=1C(=C(C=CC1)C(C)NC=1C(=NC2=CC(=C(C=C2C1)N1CCOCC1)OC)C#N)F)F